C1(=CC=CC=C1)C1=C(C=NO1)C1=CC=C(C=C1)S(=O)(=O)N 4-(5-phenylisoxazol-4-yl)benzenesulfonamide